FC=1C=CC2=C(C1)C1=C(C(N([C@](CO1)(C(N[C@@H](C)C1=CC=CC=C1)=O)C)CC(=O)O)=O)O2 2-((R)-9-fluoro-3-methyl-5-oxo-3-(((S)-1-phenylethyl)carbamoyl)-2,3-dihydrobenzofuro[2,3-f][1,4]oxazepin-4(5H)-yl)acetic acid